CC1=CC2=C(C(=C1)O)C(=O)C3=C([C@@H]2[C@H]4[C@@H]([C@H]([C@H]([C@@H](O4)OC(=O)C)O)OC(=O)C=C(C)C)O)C=CC=C3O The molecule is a C-glycosyl compound that is 1,8-dihydroxy-3-methylanthracen-9(10H)-one substituted by a 1-O-acetyl-3-O-senecioyl-alpha-L-lyxopyranosyl moiety at position 10 via a C-glycosidic linkage (the 10S stereoisomer). It is isolated from the leaves of Alvaradoa haitiensis and exhibits cytotoxicity against human oral epidermoid carcinoma. It has a role as a metabolite and an antineoplastic agent. It is a member of anthracenes, a C-glycosyl compound, an acetate ester and a polyphenol. It derives from a 3-methylbut-2-enoic acid.